2-hydroxyisobutyric acid ethylester C(C)OC(C(C)(C)O)=O